NC1=NC=C(C=C1O[C@H](C)C1=C(C=CC(=C1)F)C1=NN(C=C1CN1C(=NC(=C1)CC1CC1)C(=O)N(C)C)C)Br (R)-1-((3-(2-(1-((2-amino-5-bromopyridin-3-yl)oxy)ethyl)-4-fluorophenyl)-1-methyl-1H-pyrazol-4-yl)methyl)-4-(cyclopropylmethyl)-N,N-dimethyl-1H-imidazole-2-carboxamide